methyl 5-chloro-2-(3-((7,8-dichloro-4-(1H-imidazol-1-yl) quinolin-2-yl)(isopropyl)amino) propoxy)benzoate ClC=1C=CC(=C(C(=O)OC)C1)OCCCN(C(C)C)C1=NC2=C(C(=CC=C2C(=C1)N1C=NC=C1)Cl)Cl